FC=1C(=C2C(=NC1)NN=C2)C=2C(=NN1C2COC(C1)(C)C)C1=NC=C(C=C1)F 3-(5-fluoro-1H-pyrazolo[3,4-b]pyridin-4-yl)-2-(5-fluoropyridin-2-yl)-6,6-dimethyl-6,7-dihydro-4H-pyrazolo[5,1-c][1,4]oxazine